C(C)(=O)N[C@@H](CC(C)C)C(=O)OCC ethyl acetyl-L-leucinate